O=C1NC(CCC1C=1C(C2C(N(C(C2=CC1)=O)F)=O)(CN1C(CC1)N1CCOCC1)F)=O 2,6-dioxopiperidin-3-yl-4-fluoro-2-fluoro-4-((2-morpholinoazetidin-1-yl)methyl)isoindoline-1,3-dione